CC(CO)C(C)C 2,3-dimethylbutyl alcohol